ClC=1N=C2C(=NC1)OC1=C2C=C(C=C1)Cl 2,8-dichlorobenzofuro[2,3-b]pyrazine